COC=1C=C(C=C(C1C)OC)[C@H]([C@H](CC=1SC=2C(N1)=C(C=C(C2)C)C(=O)O)OCC(C)C)O 2-((2S,3R)-3-(3,5-dimethoxy-4-methylphenyl)-3-hydroxy-2-isobutoxypropyl)-6-methylbenzo[d]thiazole-4-carboxylic acid